C(CC)SC1=NN=NN1CC1=CC=C(C=C1)C=C 5-propylthio-1-(4-vinylbenzyl)-1H-tetrazole